NCC1=C(C=NC=C1)OC[C@@H]1N(CCC1)C(=O)OC(C)(C)C tert-butyl (2R)-2-([[4-(aminomethyl)pyridin-3-yl]oxy]methyl)pyrrolidine-1-carboxylate